COC1=C(C(=CC(=C1)C1=CN(C(C2=CN=CC=C12)=O)C)OC)CN1CCC2(CN(CCO2)C(CCCCOC2=C3C(N(C(C3=CC=C2)=O)C2C(NC(CC2)=O)=O)=O)=O)CC1 4-[[5-(9-[[2,6-dimethoxy-4-(2-methyl-1-oxo-2,7-naphthyridin-4-yl)phenyl]methyl]-1-oxa-4,9-diazaspiro[5.5]undecan-4-yl)-5-oxopentyl]oxy]-2-(2,6-dioxopiperidin-3-yl)isoindole-1,3-dione